FC1=C(C(=CC=C1)C)N1CN(C(C2=CC(=CC=C12)C(F)(F)F)=O)C=1C(=NC(=CC1)OC)C 1-(2-fluoro-6-methylphenyl)-3-(6-methoxy-2-methylpyridin-3-yl)-6-(trifluoromethyl)-2,3-dihydroquinazolin-4(1H)-one